C(#N)[C@H](COC)NC(C1=CC=C(C=C1)C1=NC(=NC=C1C)NC=1C=NN(C1)C1CCN(CC1)C)=O (R)-N-(1-cyano-2-methoxyethyl)-4-(5-methyl-2-((1-(1-methylpiperidin-4-yl)-1H-pyrazol-4-yl)amino)pyrimidin-4-yl)benzamide